5-(5-cyano-6-((2-hydroxyethyl)(methyl)amino)pyridin-3-yl)-2-fluoro-4-methyl-N-(1H-pyrazol-3-yl)benzamide C(#N)C=1C=C(C=NC1N(C)CCO)C=1C(=CC(=C(C(=O)NC2=NNC=C2)C1)F)C